C1=C(C=CC=2SC3=CC(=CC=C3SC12)C=1C=C(C(=O)O)C=CC1)C=1C=C(C(=O)O)C=CC1 3,3'-(thianthrene-2,7-diyl)dibenzoic acid